FC(CC[Si](OC)(OC)OC)(F)F 3,3,3-trifluoropropyltrimethoxysilicon